C(=O)O.C(C)N1C(N(C(C12CCN(CC2)CC2CCOCC2)=O)C2=CC(=C(C=C2)C(F)(F)F)OC)=O 1-ethyl-3-(3-methoxy-4-(trifluoromethyl)phenyl)-8-((tetrahydro-2H-pyran-4-yl)methyl)-1,3,8-triazaspiro[4.5]decane-2,4-dione formate